C1(CC1)C1=NN(C=C1[N+](=O)[O-])[C@H]1[C@H](C1)C(=O)N (1S,2R)-2-(3-cyclopropyl-4-nitro-pyrazol-1-yl)cyclopropanecarboxamide